C1(CCCCC1)N(C1=NC=CC=C1N)CC N2-cyclohexyl-N2-Ethyl-pyridine-2,3-diamine